6-oxo-3,6-dihydropyridin O=C1C=CCC=N1